N1(CCOCC1)C[C@H]1N(CC2=CC=CC=C2C1)C(=O)N (3S)-3-(morpholin-4-ylmethyl)-3,4-dihydroisoquinoline-2(1H)-carboxamide